Cl.O(C1=CC=CC=C1)C1=CC=C(C=C1)CN[C@@H]1C[C@@H](CCC1)NC=1C2=C(N=CN1)SC(=C2)CC(F)(F)F (1S,3R)-N1-[(4-phenoxyphenyl)methyl]-N3-[6-(2,2,2-trifluoroethyl)thieno[2,3-d]pyrimidin-4-yl]cyclohexane-1,3-diamine hydrochloride